O1CCC2=C1C=1CCCC1C=C2 1,6,7,8-tetrahydro-2H-indeno-(5,4)furan